6-(6-ethoxypyridin-3-yl)-N-((2-fluoro-5-hydroxybenzyl)oxy)pyrazine-2-carboxamide C(C)OC1=CC=C(C=N1)C1=CN=CC(=N1)C(=O)NOCC1=C(C=CC(=C1)O)F